FC(OC=1C=2N(C=CC1)C(=CN2)C2=NC(C(C1=C(C=CC=C21)F)(C)C)(C)C)F 1-[8-(difluoromethoxy)imidazo[1,2-a]pyridin-3-yl]-5-fluoro-3,3,4,4-tetramethyl-isoquinoline